9-chloro-10-(2,4-difluorophenyl)-7-((S)-2-methyl-4-((E)-4,4,4-trifluorobut-2-enoyl)piperazin-1-yl)-2,3-dihydro-5H-[1,4]thiazino[2,3,4-ij]quinazolin-5-one ClC=1C=C2C(=NC(N3C2=C(C1C1=C(C=C(C=C1)F)F)SCC3)=O)N3[C@H](CN(CC3)C(\C=C\C(F)(F)F)=O)C